BrC1=NN(C(=N1)Br)CC1(C(NC1)=O)C 3,5-dibromo-1-((3-methyloxoazetidin-3-yl)methyl)-1H-1,2,4-triazole